C(#N)CCNC(=O)C1=CC2=CC=CC(=C2C=C1)OC1=CC=C(C=C1)C(F)(F)F N-(2-cyanoethyl)-5-(4-(trifluoromethyl)phenoxy)-2-naphthamide